4-(1-(6,7-difluoro-1-methyl-[1,2,4]triazolo[4,3-a]quinazolin-5-yl)-2,3,4,5-tetrahydro-1H-benzo[b]azepin-6-yl)-2-methylbut-3-yn-2-amine FC1=C2C(=NC=3N(C2=CC=C1F)C(=NN3)C)N3C1=C(CCCC3)C(=CC=C1)C#CC(C)(N)C